ethyl 3-(2-bromo-6-chloro-4-hydroxyphenyl)propanoate BrC1=C(C(=CC(=C1)O)Cl)CCC(=O)OCC